C(C)(C)(C)OC(=O)N1CCC(CC1)C#CC(=O)O 3-(1-(tert-butoxycarbonyl)piperidin-4-yl)propiolic acid